BrCC(=O)C1=CC=C(C=C1)C(C)(C)C 2-bromo-1-(4-(tert-butyl)phenyl)ethanone